eicosyldimethyl-(methyl)ammonium tetrakis(pentafluorophenyl)borate 2'-O-methylguanosine-3'-phosphate P(=O)([O-])([O-])O[C@H]1[C@H]([C@@H](O[C@@H]1CO)N1C=NC=2C(=O)NC(N)=NC12)OC.FC1=C(C(=C(C(=C1[B-](C1=C(C(=C(C(=C1F)F)F)F)F)(C1=C(C(=C(C(=C1F)F)F)F)F)C1=C(C(=C(C(=C1F)F)F)F)F)F)F)F)F.C(CCCCCCCCCCCCCCCCCCC)[N+](C)(C)C.C(CCCCCCCCCCCCCCCCCCC)[N+](C)(C)C.C(CCCCCCCCCCCCCCCCCCC)[N+](C)(C)C